[I-].C(C(=C)C)(=O)NCC[N+](C)(C)C [2-(methacryloylamino)ethyl]trimethylammonium iodide